C1(CC1)C1=C(C=NN(C1=O)C)N[C@@H]1C[C@@H](CN(C1)C)C1=CC=C(C(=O)OC)C=C1 methyl 4-[(3R,5R)-5-[(5-cyclopropyl-1-methyl-6-oxo-pyridazin-4-yl)amino]-1-methyl-3-piperidyl]benzoate